ClC=1C(=C(C=C(C1)C(C)C)CC(=O)OCC)OC ethyl 2-(3-chloro-5-isopropyl-2-methoxyphenyl)acetate